C(C)(=O)O[C@@H]1C([C@@H]2CC[C@]3([C@@]4(CC[C@@]5([C@@H]([C@H]4CC[C@@H]3[C@]2(CC1)C)[C@@H](CC5)C(=C)C)C(=O)OCC5=CC=CC=C5)C)C)(C)C benzyl (1R,3aS,5aR,5bR,7aR,9S,11aR,11bR,13aR,13bR)-9-acetoxy-5a,5b,8,8,11a-pentamethyl-1-(prop-1-en-2-yl)icosahydro-3aH-cyclopenta[a]chrysene-3a-carboxylate